[4-(trifluoromethoxy)-2-pyridyl]hydrazine FC(OC1=CC(=NC=C1)NN)(F)F